C(CCCCCCCCCCC)SCCC(=O)O 3-(dodecyl-thio)propionic acid